4-((3R*,5R*)-1-(3-Amino-6-(2-hydroxyphenyl)pyridazin-4-yl)-5-methylpiperidin-3-yl)benzoic acid NC=1N=NC(=CC1N1C[C@H](C[C@H](C1)C)C1=CC=C(C(=O)O)C=C1)C1=C(C=CC=C1)O |o1:9,11|